potassium thioacetate, thiosulfate salt S(=S)(=O)([O-])O.C(C)(=S)O.[K+]